O=S1(N(CC(N1)=O)C1=C(C=C(CNC2CCC(CC2)CC(=O)N)C=C1O)F)=O ((1r,4r)-4-((4-(1,1-dioxo-4-oxo-1,2,5-thiadiazolidin-2-yl)-3-fluoro-5-hydroxybenzyl)amino)cyclohexyl)acetamide